ClC=1C=C(C=CC1)C(C(=O)N1[C@H]2CC([C@@H]([C@@H]1C(=O)N[C@H](C[C@H]1C(NCC1)=O)C(CF)=O)CC2)(F)F)(F)F (1R,3R,4R)-2-(2-(3-chlorophenyl)-2,2-difluoroacetyl)-5,5-difluoro-N-((R)-4-fluoro-3-oxo-1-((S)-2-oxopyrrolidin-3-yl)butan-2-yl)-2-azabicyclo[2.2.2]octane-3-carboxamide